C1=CC(=CC=2OC3=C(C21)C=CC=C3)C3=CC(=NC(=N3)C3=CC=CC=C3)C3=CC=C(C=N3)C=3C=C(C=CC3)C3=NC(=NC(=N3)C3=CC=CC=C3)C3=CC=CC=C3 2-(3-(6-(6-(dibenzo[b,d]furan-3-yl)-2-phenylpyrimidin-4-yl)pyridin-3-yl)phenyl)-4,6-diphenyl-1,3,5-triazine